C(#CC)OC(OCC(F)(F)F)=O propynyl-(trifluoroethyl)carbonic acid